(3R,5aS,6R,8aS,9R,10R,12R,12aR)-N-ethyl-3,6,9-trimethyldecahydro-12H-3,12-epoxypyrano[4,3-j][1,2]Benzodioxepin-10-carboxamide C(C)NC(=O)[C@H]1[C@@H]([C@@H]2CC[C@H]([C@@H]3CC[C@]4(OO[C@]32[C@H](O1)O4)C)C)C